4-(6-bromo-8-fluoro-4-oxo-3,4-dihydro-quinazolin-2-yl)piperidine-1-carboxylic acid tert-butyl ester C(C)(C)(C)OC(=O)N1CCC(CC1)C1=NC2=C(C=C(C=C2C(N1)=O)Br)F